C(C)OC1=CC(=NC=C1C#N)[C@H](C)N1C(C2=CC(=CC(=C2CC1)C1=CN=CN1C)CCN(C)CC)=O (S)-4-ethoxy-6-(1-(7-(2-(ethyl(methyl)amino)ethyl)-5-(1-methyl-1H-imidazol-5-yl)-1-oxo-3,4-dihydroisoquinolin-2(1H)-yl)ethyl)nicotinonitrile